(S)-2-[6-chloro-2-(1-(difluoromethyl)-1H-pyrazole-4-carbonyl)-1,2,3,4-tetrahydroisoquinolin-8-yl]pyrrolidine-1-carboxylic acid tert-butyl ester C(C)(C)(C)OC(=O)N1[C@@H](CCC1)C=1C=C(C=C2CCN(CC12)C(=O)C=1C=NN(C1)C(F)F)Cl